(E)-5-((3-(benzo[d][1,3]dioxol-5-yl)allyl)oxy)-5-(4-chlorophenyl)-2,5-dihydro-3H-imidazo[2,1-a]isoindole O1COC2=C1C=CC(=C2)/C=C/COC2(N1C(C3=CC=CC=C23)=NCC1)C1=CC=C(C=C1)Cl